(S)-1-(1-(3-isopropyl-1,2,4-oxadiazol-5-yl)piperidin-4-yl)ethanol C(C)(C)C1=NOC(=N1)N1CCC(CC1)[C@H](C)O